ClC=1C=C(C=CC1OC)C=1C=C2C(=NN(C2=CC1)C1=CC(=C(C=C1)F)OC)C(=O)O 5-(3-Chloro-4-methoxyphenyl)-1-(4-fluoro-3-methoxyphenyl)-1H-indazole-3-carboxylic acid